[N+](=O)([O-])C=1C=C(C=CC1)S(=O)(=O)N1CCN(CC1)CCC1CCN(CC1)C(=O)[O-] 4-(2-(4-((3-nitrophenyl)sulfonyl)piperazin-1-yl)ethyl)piperidine-1-carboxylate